9-bromo-8-chloro-7-(2,6-difluorophenyl)-5H-pyrimido[1,2-a][1,4]benzodiazepin-3-one BrC=1C=CC2=C(C(=NCC=3N2C=CC(N3)=O)C3=C(C=CC=C3F)F)C1Cl